O=C1N(CCC(N1)=O)C1=CC=C(N=N1)CN1CCN(CC1)C1=C(C=C(C=C1)NC(C1=CC(=C(C=C1)C)C#CC1=CN=C2N1N=CC=C2)=O)C(F)(F)F N-(4-(4-((6-(2,4-dioxotetrahydropyrimidin-1(2H)-yl)pyridazin-3-yl)methyl)piperazin-1-yl)-3-(trifluoromethyl)phenyl)-3-(imidazo[1,2-b]pyridazin-3-ylethynyl)-4-methylbenzamide